O=C1NC(CCC1N1C(OC2=C1C=CC=C2C#CCOC2CCN(CC2)C(=O)OC(C)(C)C)=O)=O 1-Tert-butyl 4-[3-[3-(2,6-dioxo-3-piperidyl)-2-oxo-1,3-benzoxazol-7-yl]prop-2-ynoxy]piperidine-1-carboxylate